(2S,5R)-5-(4-cyanophenyl)pyrrolidine-2-carboxylic acid methyl ester COC(=O)[C@H]1N[C@H](CC1)C1=CC=C(C=C1)C#N